[Cu].[Zn].[Cd].[S].CSC(=S)OCC1=CC=C(C=C1)SC (methylsulfanyl)(((4-(methylsulfanyl)phenyl)methoxy))methanethione sulfur cadmium zinc copper